(R)-3,5-dichloro-N-(8-fluoro-2-methyl-4-oxo-3-(1-(2-(trifluoromethoxy)phenyl)ethyl)-3,4-dihydroquinazolin-5-yl)-4-hydroxybenzamide ClC=1C=C(C(=O)NC2=C3C(N(C(=NC3=C(C=C2)F)C)[C@H](C)C2=C(C=CC=C2)OC(F)(F)F)=O)C=C(C1O)Cl